C(C1=CC=CC=C1)(C1=CC=CC=C1)S(=O)CC(=O)N 2-(benzhydryl-sulfinyl)acetamide